normalheptane CCCCCCC